tert-butyl (S)-(1-((N-benzyl-2,2-dimethylbutanamido)oxy)-3-methyl-1-oxobutan-2-yl)carbamate C(C1=CC=CC=C1)N(C(C(CC)(C)C)=O)OC([C@H](C(C)C)NC(OC(C)(C)C)=O)=O